2-ethyl-4-(2,2,3-trimethylcyclopent-3-enyl)but-2-enol C(C)C(CO)=CCC1C(C(=CC1)C)(C)C